6-(2-((1-(1H-1,2,3-triazol-4-yl)cyclopropyl)amino)-2-oxoacetyl)-N-(3,4-difluoro-5-methylphenyl)-2,7-dimethyl-1,2,3,4-tetrahydropyrrolo[1,2-a]pyrazine-8-carboxamide N1N=NC(=C1)C1(CC1)NC(C(=O)C1=C(C(=C2N1CCN(C2)C)C(=O)NC2=CC(=C(C(=C2)C)F)F)C)=O